4-(difluoromethoxy)-1H-indole-2-carbonyl chloride FC(OC1=C2C=C(NC2=CC=C1)C(=O)Cl)F